FC1=C(C=CC(=C1I)F)NS(=O)(=O)C1=CC(=C(C=C1)F)C(F)(F)F N-(2,4-difluoro-3-iodophenyl)-4-fluoro-3-(trifluoromethyl)benzenesulfonamide